dicyclopentenyloxydiethylene glycol C1(=CCCC1)OC(COCCO)(OC1=CCCC1)O